1-(3-bromophenoxy)-3,3-dimethylbutan-2-one BrC=1C=C(OCC(C(C)(C)C)=O)C=CC1